di-iso-butoxytitanium bisethyl-acetoacetate C(C)C(C(CC(=O)[O-])=O)CC.C(C(C)C)O[Ti+2]OCC(C)C.C(C)C(C(CC(=O)[O-])=O)CC